[N+](=O)([O-])C1=C(CO)C=CC(=C1)C(F)(F)F 2-nitro-4-trifluoromethylbenzyl alcohol